CN(C=1C=C(C=CC1)NC(C=C)=O)C1=NC(=NC=C1C1=CC=C(C=C1)C(F)(F)F)NC=1C=NN(C1)C N-(3-(methyl(2-((1-methyl-1H-pyrazol-4-yl)amino)-5-(4-(trifluoromethyl)phenyl)pyrimidin-4-yl)amino)phenyl)acrylamide